1,1-diethynyl-1-silacyclobutane C(#C)[Si]1(CCC1)C#C